6-(bis(4-methoxybenzyl)amino)-4-methyl-3-(trifluoromethyl)pyridine COC1=CC=C(CN(C2=CC(=C(C=N2)C(F)(F)F)C)CC2=CC=C(C=C2)OC)C=C1